3-({10-[(tert-butoxycarbonyl)amino] decyl}amino)propyl carbamate C(N)(OCCCNCCCCCCCCCCNC(=O)OC(C)(C)C)=O